N-(2-(6H-oxazolo[4,5-e]indol-8-yl)ethyl)propan-2-amine N1=COC=2C1=C1C(=CNC1=CC2)CCNC(C)C